C(N)(=O)C1=NC=CC2=C1N=CN2CC2=CC=C(C=C2)B(O)O 4-((4-carbamoylimidazo[4,5-c]pyridin-1-yl)methyl)phenylboronic acid